(Z)- or (E)-1-chloro-3,3,3-trifluoropropene ClC=CC(F)(F)F